2-fluoro-N-methoxy-N-methylnicotinamide FC1=C(C(=O)N(C)OC)C=CC=N1